ClC=1C(=CC=2N(N1)C=C(N2)[C@H](CC(C(F)(F)F)(C)C)NC(OC(C)(C)C)=O)[C@@H](COC)N2C(NCC(C2)(F)F)=O tert-butyl ((S)-1-(6-chloro-7-((S)-1-(5,5-difluoro-2-oxotetrahydropyrimidin-1(2H)-yl)-2-methoxyethyl)imidazo[1,2-b]pyridazin-2-yl)-4,4,4-trifluoro-3,3-dimethylbutyl)carbamate